ClC=1C(=C(C=CC1)C1=NNC(=C1)NC([C@@H](CC(=O)O)C(C1=CC=C(C=C1)NC(=O)OC)=O)=O)F (S)-4-((3-(3-chloro-2-fluorophenyl)-1H-pyrazol-5-yl)amino)-3-(4-((methoxycarbonyl)amino)benzoyl)-4-oxobutanoic acid